aluminum, Sodium salt [Na].[Al]